1-{4-[(4-chlorobenzyl)oxy]phenyl}-4,4,4-trifluoro-3-hydroxybut-2-en-1-one ClC1=CC=C(COC2=CC=C(C=C2)C(C=C(C(F)(F)F)O)=O)C=C1